7-amino-1-methyl-4-(trifluoromethyl)quinolin-2(1H)-one NC1=CC=C2C(=CC(N(C2=C1)C)=O)C(F)(F)F